2-(3-Isopropoxyphenyl)-4,4,5,5-tetramethyl-1,3,2-dioxaborolane C(C)(C)OC=1C=C(C=CC1)B1OC(C(O1)(C)C)(C)C